FC(C=1C=C(C=CC1)N1N=CC2=C(B1O)C=CC=C2)(F)F (3-(Trifluoromethyl)phenyl)benzo[d][1,2,3]diazaborinin-1(2H)-ol